N-(cis-2-(((cis-4-(2-methoxyphenyl)cyclohexyl)oxy)-methyl)piperidin-3-yl)methanesulfonamide COC1=C(C=CC=C1)[C@H]1CC[C@H](CC1)OC[C@@H]1NCCC[C@@H]1NS(=O)(=O)C